[Ti+3].C=C1C2=C(C=3CC(=CC3C3=C1C=CC=C3)C[Si](=O)N(C(C)(C)C)C)C=CC=C2 (8-methylene-1,8-dihydrodibenzo[e,h]azulen-2-yl)-N-(1,1-dimethylethyl)dimethylsilanamide titanium (III)